C1CCC2=C(C=3CCCC3C=C12)NC(=O)NC(C(=O)OCC)CC1=NOC=C1 ethyl 2-{[(1,2,3,5,6,7-hexahydro-s-indacen-4-yl)carbamoyl]amino}-3-(1,2-oxazol-3-yl)propanoate